C(=O)(OC(C)(C)C)NCCOCCBr 2-[2-(Boc-amino)ethoxy]ethylbromide